C1(CC1)[C@H](C(=O)N[C@H]1CN(C[C@H]1C)C1=C2C=CC=NC2=C(C=C1)C)O (2R)-2-cyclopropyl-2-hydroxy-N-[(3R,4R)-4-methyl-1-(8-methylquinolin-5-yl)pyrrolidin-3-yl]acetamide